3-(1-(pyridin-3-ylmethyl)-1H-pyrazol-3-yl)-[1,1'-biphenyl]-4-carbonitrile N1=CC(=CC=C1)CN1N=C(C=C1)C=1C=C(C=CC1C#N)C1=CC=CC=C1